N-(4-octylphenyl)-N-phenylmethylacrylamide C(CCCCCCC)C1=CC=C(C=C1)N(C(C=C)=O)CC1=CC=CC=C1